cyano-succinate C(#N)C(C(=O)[O-])CC(=O)[O-]